C(C)OC(=O)N1CCN(CC1)C(N)=N 4-carbamimidoyl-piperazine-1-carboxylic acid ethyl ester